S1C(=NC2=C1C=CC=C2)OC2CCN(CC2)C(CNC(C2=C(C=CC=C2F)Cl)=O)C2=C(N=CS2)C(F)F N-{2-[4-(1,3-Benzothiazol-2-yloxy)piperidin-1-yl]-2-[4-(difluoromethyl)-1,3-thiazol-5-yl]ethyl}-2-chloro-6-fluorobenzamid